ClC=1N=NC=C(C1C1=NC2=C(N1)C=CC=C2)C2=CC=CC=C2 2-(3-chloro-5-phenylpyridazin-4-yl)-1H-benzo[d]imidazole